C(CCCCCCC)OC(CCCCCCC\C=C/CCCCCCCC)=O octyloleate